1-(4-(3-amino-5-chloro-[1,2,4]triazolo[4,3-a]pyridin-7-yl)-3,6-dihydropyridin-1(2H)-yl)-2-methylpropan-1-one NC1=NN=C2N1C(=CC(=C2)C=2CCN(CC2)C(C(C)C)=O)Cl